(1-(5-Chloro-2-((6-methoxy-2-methyl-1,2,3,4-tetrahydroisoquinolin-7-yl)amino)pyrimidin-4-yl)-1H-indol-3-yl)dimethylphosphine ClC=1C(=NC(=NC1)NC1=C(C=C2CCN(CC2=C1)C)OC)N1C=C(C2=CC=CC=C12)P(C)C